C(C)(C)NC(O[C@H]1C[C@H](CC1)C=1NN=C(C1)NC(COC1=C(C(=CC(=C1)C#C)O)C=O)=O)=O (1R,3S)-3-{5-[2-(5-ethynyl-2-formyl-3-hydroxyphenoxy)acetamido]-2H-pyrazol-3-yl}cyclopentyl N-isopropylcarbamate